ClC1=CC=CC2=C1N=C(O2)C([C@H](C[C@H]2C(NCC2)=O)NC(=O)[C@@H]2[C@H]1C([C@H]1CN2C([C@@H](NC(C(F)(F)F)=O)C(C)C)=O)(C)C)=O (1R,2S,5S)-N-{(2S)-1-(4-chloro-1,3-benzoxazol-2-yl)-1-oxo-3-[(3S)-2-oxopyrrolidin-3-yl]propan-2-yl}-6,6-dimethyl-3-[N-(trifluoroacetyl)-L-valyl]-3-azabicyclo[3.1.0]hexane-2-carboxamide